Cl.NC[C@@]1(C(NC(N1)=O)=O)C1CC1 (5R)-5-(aminomethyl)-5-cyclopropylimidazolidine-2,4-dione hydrochloride